OCCCOCCCOCCCC1=CC2=C(N(C(N2C)=O)C2C(NC(CC2)=O)=O)C=C1 3-(5-[3-[3-(3-hydroxypropoxy)propoxy]propyl]-3-methyl-2-oxo-2,3-dihydro-1H-1,3-benzodiazol-1-yl)piperidine-2,6-dione